3-Ethyl 5-methyl 6-((tert-butoxycarbonyl)amino)-1,3-dimethyl-2-oxoindoline-3,5-dicarboxylate C(C)(C)(C)OC(=O)NC1=C(C=C2C(C(N(C2=C1)C)=O)(C(=O)OCC)C)C(=O)OC